4-(2,6-difluorobenzyl)-2-(4-((2-(3-methoxy-3-methylazetidin-1-yl)pyridin-4-yl)oxy)phenyl)-2,4-dihydro-3H-1,2,4-triazol-3-one FC1=C(CN2C(N(N=C2)C2=CC=C(C=C2)OC2=CC(=NC=C2)N2CC(C2)(C)OC)=O)C(=CC=C1)F